2-(3-cyanophenyl)-4-methyl-1-[(4-methylbenzyl)oxy]-1H-imidazole-5-carboxylic acid ethyl ester C(C)OC(=O)C1=C(N=C(N1OCC1=CC=C(C=C1)C)C1=CC(=CC=C1)C#N)C